methylenebis[2-(2-propenyl)phenol] C(C=1C(=C(C=CC1)O)CC=C)C=1C(=C(C=CC1)O)CC=C